(2S,3S)-3-(((S)-4-methyl-1-oxo-1-((3-(piperidin-1-yl)propyl)amino)pentan-2-yl)carbamoyl)oxirane-2-carboxylic acid CC(C[C@@H](C(NCCCN1CCCCC1)=O)NC(=O)[C@@H]1[C@H](O1)C(=O)O)C